(1R,3R)-N'-(4-chlorobenzylidene)-1-methyl-2,3,4,9-tetrahydropyrido[3,4-b]indole-3-formhydrazide ClC1=CC=C(C=NNC(=O)[C@H]2CC3=C(NC4=CC=CC=C34)[C@H](N2)C)C=C1